C(C)C1=CC(=C(C(=O)N2CCC(CC2)C2=C(C#N)C=CC=C2)C=C1C1=NN=C(N1)CCOC)F (1-(4-ethyl-2-fluoro-5-(5-(2-methoxyethyl)-4H-1,2,4-triazol-3-yl)benzoyl)piperidin-4-yl)benzonitrile